2,5-dichloro-6-methoxynicotinoyl chloride ClC1=C(C(=O)Cl)C=C(C(=N1)OC)Cl